2-fluoro-3-[6-(3-fluoro-4-hydroxyphenoxy)pyridin-2-yl]phenol FC1=C(C=CC=C1C1=NC(=CC=C1)OC1=CC(=C(C=C1)O)F)O